CCC(=C(CC1=CC=CC=C1)C)N=C=O dimethylbenzyl-isopropenyl isocyanate